sulfimide sodium salt [Na].[SH2]=N